FC(C(C)NC(N([C@H](C(F)(F)F)C1=NC=C(C(=C1)C=1N=C(C=2N(C1)C=CN2)OC)OC)CC)=O)(C)F 3-(3,3-difluorobutan-2-yl)-1-ethyl-1-((S)-2,2,2-trifluoro-1-(5-methoxy-4-(8-methoxyimidazo[1,2-a]pyrazin-6-yl)pyridin-2-yl)ethyl)urea